[Li].OCC1C2C3CCC(C3C(C1)C2)CO [8-(hydroxymethyl)-3-tricyclo[5.2.1.02,6]decyl]methanol lithium